FC(C(=O)O)(F)F.ClC1=C(C=C(C=C1)C(CNCCC(C)(C)O)C1=CC=CC=C1)C=1C(=CC=C(C1F)OCCOC)C(=O)N 2'-chloro-6-fluoro-5'-(2-((3-hydroxy-3-methylbutyl)amino)-1-phenylethyl)-5-(2-methoxyethoxy)-[1,1'-biphenyl]-2-carboxamide trifluoroacetate